Di-p-xylene C1CC2=CC=C(CCC3=CC=C1C=C3)C=C2